N-(4-((6,7-dimethoxyquinolin-4-yl)oxy)-3-fluorophenyl)-1-(4-fluorophenyl)-6-(methoxymethyl)-5-methyl-2-oxo-1,2-dihydropyridine-3-carboxamide COC=1C=C2C(=CC=NC2=CC1OC)OC1=C(C=C(C=C1)NC(=O)C=1C(N(C(=C(C1)C)COC)C1=CC=C(C=C1)F)=O)F